prop-2-yne-1-sulfonyl chloride C(C#C)S(=O)(=O)Cl